FC1(CCC(CC1)NC1=NC(=NC(=C1)OC1CC(C1)F)N1N=C(C=C1)C)F N-(4,4-difluorocyclohexyl)-6-(3-fluorocyclobutoxy)-2-(3-methyl-1H-pyrazol-1-yl)pyrimidin-4-amine